disodium ricinoleamide C(CCCCCCC\C=C/C[C@H](O)CCCCCC)(=O)N.[Na].[Na]